C(C1=CC=CC=C1)OC[C@H]([C@H]([C@H](C(=O)OC)O)O)N=C(C1=CC=CC=C1)C1=CC=CC=C1 methyl (2R,3R,4R)-5-(benzyloxy)-4-((diphenylmethylene) amino)-2,3-dihydroxypentanoate